FC1=C(C(=C(C(=C1C1=C2C=CC(C(=C3C=CC(=C(C=4C=CC(=C(C5=CC=C1N5)C5=C(C(=C(C(=C5F)F)F)F)F)N4)C4=C(C(=C(C(=C4F)F)F)F)F)N3)C3=C(C(=C(C(=C3F)F)F)F)F)=N2)F)F)F)F.[Mg] magnesium tetrakis(pentafluorophenyl)porphyrin